COC1=CC2=CC=C3C=CC=C4C=CC(=C1)C2=C43 2-methoxy-pyrene